NC1=CC(=C2OC(CCCCC[C@](C3=NN=C(C1=N2)O3)(O)C(F)(F)F)CC3CC3)C(F)(F)F (6R)-17-Amino-12-(cyclopropylmethyl)-6,15-bis(trifluoromethyl)-13,19-dioxa-3,4,18-triazatricyclo[12.3.1.12,5]nonadeca-1(18),2,4,14,16-pentaen-6-ol